3-((S)-3-((R)-8-(1-ethyl-7-methyl-4-oxo-1,4-dihydroquinolin-3-ylsulfonyl)-1-oxa-8-azaspiro[4.5]decan-3-ylamino)-2-hydroxypropoxy)-N-methylbenzenesulfonamide C(C)N1C=C(C(C2=CC=C(C=C12)C)=O)S(=O)(=O)N1CCC2(C[C@H](CO2)NC[C@@H](COC=2C=C(C=CC2)S(=O)(=O)NC)O)CC1